C(#N)C=1C=C(C2=C(N(C(=N2)C=2N3C(CN(C4=CC=CC(C2)=C34)C(=O)OC(C)(C)C)CC)CC#C)C1)F tert-butyl 2-(6-cyano-4-fluoro-1-prop-2-ynyl-benzoimidazol-2-yl)-11-ethyl-1,9-diazatricyclo[6.3.1.04,12]dodeca-2,4(12),5,7-tetraene-9-carboxylate